9-bromo-10-(3,5-difluorophenyl)anthracene BrC=1C2=CC=CC=C2C(=C2C=CC=CC12)C1=CC(=CC(=C1)F)F